C(=C)P(OC(C#C)(C)C)([O-])=O dl-1,1-dimethyl-2-propynyl vinylphosphonate